5-(3-isopropyl-5-(1-(oxetan-3-yl)piperidin-4-yl)-1H-indol-2-yl)-3-(methoxymethyl)-1-methylpyridin-2(1H)-one C(C)(C)C1=C(NC2=CC=C(C=C12)C1CCN(CC1)C1COC1)C=1C=C(C(N(C1)C)=O)COC